((5-fluoro-2-(((methylsulfonyl)oxy)methyl)pyridin-4-yl)oxy)piperidine-1-carboxylic acid tert-butyl ester C(C)(C)(C)OC(=O)N1C(CCCC1)OC1=CC(=NC=C1F)COS(=O)(=O)C